C(N)(OC1=C(C(=CC=C1)CCCCCCCCCCCC)CCCCCCCCCCCC)=O (didodecylphenyl) carbamate